2-(2,3-Difluoro-4-isopropyl-5-methoxyphenyl)quinazoline FC1=C(C=C(C(=C1F)C(C)C)OC)C1=NC2=CC=CC=C2C=N1